tetratriacontyl-methyl-ammonium chloride [Cl-].C(CCCCCCCCCCCCCCCCCCCCCCCCCCCCCCCCC)[NH2+]C